C(C(C)C)(=O)OCCC1=CC=CC=C1 2-phenylethyl isobutyrate